[Cl-].[Zn+2].C1(=CC=CC=C1)P(CCNC1CCCC=2C=CC(=NC12)C(C)C)C1=CC=CC=C1.[Cl-] N-(2-(diphenylphosphino)ethyl)-2-isopropyl-5,6,7,8-tetrahydroquinolin-8-amine zinc chloride